FC1=C(C=2C=NC(=NC2C=C1C=1C=C2C(=NC1)N=CS2)NC2=C(C=C1CCN(CC1=C2)C)OC)N 6-fluoro-N~2~-(6-methoxy-2-methyl-1,2,3,4-tetrahydroisoquinolin-7-yl)-7-([1,3]thiazolo[4,5-b]pyridin-6-yl)quinazoline-2,5-diamine